C(C)(C)(C)OC(=O)N1C[C@H](CCC1)C(=O)O (S)-1-(tert-Butyloxycarbonyl)piperidine-3-carboxylic acid